4,4'-vinylidenebis(N,N-diethylaniline) C(=C)(C1=CC=C(N(CC)CC)C=C1)C1=CC=C(N(CC)CC)C=C1